SCCCCCCSCC(CSCCCCCCS)SCCCCCCS 1,2,3-tris-(6'-mercaptohexylthio)propane